I\C=C\CCCCCCCC (E)-(iododecene)